C(C)(C)(C)OC(NS(=O)(=O)C1=C(C=CC=C1)C(NC=1SC(=CN1)[N+](=O)[O-])=O)=O.ClC=1C(=C(C=CC1)NC1=C(C(=O)NC2=CC=C(C=C2)CS(=O)(=O)O)C=CC=C1)C 2-((3-chloro-2-methylphenyl)amino)-N-(4-sulfomethylphenyl)benzamide tert-butyl-((2-((5-nitrothiazol-2-yl)carbamoyl)phenyl)sulfonyl)carbamate